NC1CCN(CC1)C(CCN1CC2(CN(C2)C2=C3C(N(C(C3=CC=C2)=O)C2C(NC(CC2)=O)=O)=O)C1)=O 4-(6-(3-(4-aminopiperidin-1-yl)-3-oxopropyl)-2,6-diazaspiro[3.3]heptane-2-yl)-2-(2,6-dioxopiperidin-3-yl)isoindoline-1,3-dione